2'-amino-5-((1-fluorobutan-2-yl)oxy)-6'-mercapto-[2,4'-bipyridine]-3',5'-dicarbonitrile NC1=NC(=C(C(=C1C#N)C1=NC=C(C=C1)OC(CF)CC)C#N)S